tert-butyl N-[5-fluoro-6-(trifluoromethyl)-3-pyridyl]carbamate FC=1C=C(C=NC1C(F)(F)F)NC(OC(C)(C)C)=O